tert-butyl (3S)-4-(6-fluoro-7-(2-fluoro-6-(isopropylthio)phenyl)-1-(2-isopropyl-4-methylpyridin-3-yl)-2-oxo-1,2-dihydropyrido[2,3-d]pyrimidin-4-yl)-3-methylpiperazine-1-carboxylate FC1=CC2=C(N(C(N=C2N2[C@H](CN(CC2)C(=O)OC(C)(C)C)C)=O)C=2C(=NC=CC2C)C(C)C)N=C1C1=C(C=CC=C1SC(C)C)F